ClC=1C=C(C=CC1)C(C(=O)N1[C@H]([C@@H]2[C@H](C1)CCC2)C(=O)N[C@H](C[C@H]2C(NCC2)=O)C(CF)=O)(F)F (1R,3aR,6aS)-2-(2-(3-chlorophenyl)-2,2-difluoroacetyl)-N-((R)-4-fluoro-3-oxo-1-((S)-2-oxopyrrolidin-3-yl)butan-2-yl)octahydrocyclopenta[c]pyrrole-1-carboxamide